CC1(C2=CC(=CC=C2C=2C=CC(=CC12)NC1=CC=2C(C3=CC(=CC=C3C2C=C1)[N+](=O)[O-])(C)C)C=1C=CC=2N(C3=CC=CC=C3C2C1)C1=CC=CC=C1)C N-[9,9-dimethyl-7-(9-phenyl-9H-carbazol-3-yl)-9H-fluoren-2-yl]-9,9-dimethyl-7-nitro-9H-fluoren-2-amine